7-chloro-5-fluoroindoline-2,3-dione ClC=1C=C(C=C2C(C(NC12)=O)=O)F